CC1C(CC(C(N1CC(F)(F)F)=O)NC(=O)C1=CC2=C(S1)CCC1(C(NC3=NC=CC=C31)=O)C2)C2=C(C(=CC=C2F)F)F N-(6-methyl-2-oxo-1-(2,2,2-trifluoroethyl)-5-(2,3,6-trifluorophenyl)piperidin-3-yl)-2'-oxo-1',2',6,7-tetrahydro-4H-spiro[benzo[b]thiophene-5,3'-pyrrolo[2,3-b]pyridine]-2-formamide